C(C)(C)(C)C1CCC(CC1)C(=O)OCC(COC(=O)OCCCN(CC)CC)COC(CCCCCCC\C=C/C\C=C/CCCCC)=O 3-(((3-(diethylamino)propoxy)carbonyl)oxy)-2-((((9Z,12Z)-octadeca-9,12-dienoyl)oxy)methyl)propyl 4-(tert-butyl)cyclohexane-1-carboxylate